1-(4-bromophenyl)-7-chloro-3-cyclopentyl-1H-pyrazolo[3,4-c]Pyridine BrC1=CC=C(C=C1)N1N=C(C=2C1=C(N=CC2)Cl)C2CCCC2